BrC1=C(C=CC2=C1[C@@H]([C@@](O2)(C2=CC=CC=C2)CNC([O-])=O)C)Cl |o1:7,8| (((2R*,3S*)-4-bromo-5-chloro-3-methyl-2-phenyl-2,3-dihydrobenzofuran-2-yl)methyl)carbamate